C(C)(=O)OC(COC1=CC=C(C=C1)S(=O)(=O)C1=CC(=C(C(=C1)Cl)OCC(CCl)OC(C)=O)Cl)COC 1-(4-((4-(2-acetoxy-3-chloropropoxy)-3,5-dichlorophenyl)sulfonyl) phenoxy)-3-methoxypropan-2-yl acetate